C1(=NC=CC2=CC3=CC4=CC=CC=C4C=C3C=C12)C(=O)C1=CC=CC=C1 azanaphthacenephenone